CCC(CCCCC)OC(C)=O Oct-3-ylacetate